C(CCCCCCCCCCC)(=O)NN dodecanoic acid hydrazide